1,1,1,3,3,3-hexafluoropropan-2-yl (+)-1-(((tetrahydro-2H-pyran-4-yl)methyl)carbamoyl)-6-azaspiro[2.5]octane-6-carboxylate O1CCC(CC1)CNC(=O)C1CC12CCN(CC2)C(=O)OC(C(F)(F)F)C(F)(F)F